(2S,4R)-4-(2,3-dichloro-6-methoxyphenyl)-2-vinylpyrrolidine ClC1=C(C(=CC=C1Cl)OC)[C@H]1C[C@H](NC1)C=C